C1CCCC12CCN(CC2)S(=O)(=O)N 8-azaspiro[4.5]Decane-8-sulfonamide